3-(2,4,6-trimethylbenzenesulfonamido)-propyne CC1=C(C(=CC(=C1)C)C)S(=O)(=O)NCC#C